ClC=1C=CC(=C(C1)C(C=1C=C(C(=O)NC2CCCC2)C=CC1)N1CCN(CC1)C1=CC=C(C=C1)OC)O 3-((5-chloro-2-hydroxyphenyl)(4-(4-methoxyphenyl)piperazin-1-yl)methyl)-N-cyclopentyl-benzamide